ClC=1C=C(C=CC1Cl)NC(=O)[C@@H]1[C@H]2C[C@@H]([C@@H]([C@@H]1C1=CC(=NC=C1)OC)O2)F (1R,2S,3S,4R,5S)-N-(3,4-dichlorophenyl)-5-fluoro-3-(2-methoxypyridin-4-yl)-7-oxabicyclo[2.2.1]Heptane-2-carboxamide